5-Phenyl-2-mercaptobenzothiazole C1(=CC=CC=C1)C=1C=CC2=C(N=C(S2)S)C1